BrC=1C=2N(C=C(C1)CO)C=CN2 {8-bromoimidazo[1,2-a]pyridin-6-yl}methanol